COC([C@@H](NC(C1=CC=C(C=C1)F)=O)C)=O (4-fluorobenzoyl)-L-alanine methyl ester